mercury fulminate [Hg]O[N+]#[C-]